N-((2S)-1-{3-[2-(5-fluoro-2-methoxyphenyl)-2-hydroxyethyl]-5-[(E)-1-(isopropoxyimino)ethyl]-2,6-dioxo-3,6-dihydropyrimidin-1(2H)-yl}-3-methylbutan-2-yl)-2-methylpropanamide FC=1C=CC(=C(C1)C(CN1C(N(C(C(=C1)/C(/C)=N/OC(C)C)=O)C[C@H](C(C)C)NC(C(C)C)=O)=O)O)OC